C(CCCCCCCCC(=O)[O-])(=O)[O-].[Ca+2].[Li+] lithium calcium sebacate